acryloxyhexyliododimethylsilane C(C=C)(=O)OCCCCCC[Si](C)(C)I